C1(=CC=CC=C1)C1N(CC1)C1=CC=C(C=N1)CC1=NOC(=C1)C=1C(=NC=CC1)N 3-(3-((6-(2-Phenylazetidin-1-yl)pyridin-3-yl)methyl)isoxazol-5-yl)pyridin-2-amine